ClC1=CC=C2C(=CNC2=C1)\C=C\1/NC(N(C1=O)[C@H](COP(=O)([O-])O)C1=CC=C(C=C1)C#N)=O (S,Z)-2-(4-((6-chloro-1H-indol-3-yl)methylene)-2,5-dioxoimidazolidin-1-yl)-2-(4-cyanophenyl)ethyl dihydrophosphate